[Na].N1=C(C(=CC=C1)C(=O)O)C1=NC=CC=C1C(=O)O.[Na] sodium 2,2'-bipyridine-3,3'-dicarboxylic acid sodium